quinolyl citrate C(CC(O)(C(=O)[O-])CC(=O)[O-])(=O)OC1=NC2=CC=CC=C2C=C1